CC1=CC(CC(C1)CCCCCCC)O 3-Methyl-5-heptyl-2-cyclohexen-1-ol